(+-)-3-(2-fluoro-4-(methylsulfonyl)phenyl)-1,4-oxazepan FC1=C(C=CC(=C1)S(=O)(=O)C)[C@@H]1COCCCN1 |r|